C(CCCCCCCC)(=O)OCC(COC(CCCCCCCC)=O)CC(=O)OCC(COC(CC(COC(CCCCCCCC)=O)COC(CCCCCCCC)=O)=O)CC(=O)OCCN(C)C (((2-(2-(2-(dimethylamino)ethoxy)-2-oxoethyl)propane-1,3-diyl)bis(oxy))bis(2-oxoethane-2,1-diyl))bis(propane-2,1,3-triyl) tetranonanoate